[Si].[In] indium-silicon